2,5-dimercaptohydroquinone SC1=C(O)C=C(C(=C1)O)S